C(C)(C)N1N=C(N=C1[C@H]1C[C@@H](CC1)N1CC2(CS(C2)(=O)=O)CC1)C1=CC=C(C=C1)C(F)(F)F 6-((1R,3R)-3-(1-isopropyl-3-(4-(trifluoromethyl)phenyl)-1H-1,2,4-triazol-5-yl)cyclopentyl)-2-thia-6-azaspiro[3.4]octane 2,2-dioxide